CC1=CC(=NC=C1[N+](=O)[O-])OC1=CC=C(C=C1)B1OC(C(O1)(C)C)(C)C 4-methyl-5-nitro-2-(4-(4,4,5,5-tetramethyl-1,3,2-dioxaborolan-2-yl)phenoxy)pyridine